(+)-2,2'-bis(diphenylphosphino)-1,1'-binaphthyl C1=CC=C(C=C1)P(C2=CC=CC=C2)C3=C(C4=CC=CC=C4C=C3)C5=C(C=CC6=CC=CC=C65)P(C7=CC=CC=C7)C8=CC=CC=C8